N,N-dimethyl-1-propanamiDium trifluoroacetate FC(C(=O)[O-])(F)F.C[NH+](C(CC)=O)C